N1(N=CC=C1)C1=CN=CC(=N1)N1CCC2(CCN(C2)C=2C=NC(=CC2)C(F)(F)F)CC1 8-[6-(1H-pyrazol-1-yl)pyrazin-2-yl]-2-[6-(trifluoromethyl)pyridin-3-yl]-2,8-diazaspiro[4.5]decane